NC=1C=C(C#N)C=CC1NC1=CC=CC=C1 3-amino-4-(phenylamino)benzonitrile